bis-methyleneoctadecylamine C=CCCCCCCCCCCCCCCCCCNCCCCCCCCCCCCCCCCCC=C